tert-Butyl 9-(2-cyanophenyl)-3,9-diazaspiro[5.5]undecane-3-carboxylate C(#N)C1=C(C=CC=C1)N1CCC2(CCN(CC2)C(=O)OC(C)(C)C)CC1